C(C1=CC=CC=C1)OC[C@@H](N=C(C1=CC=CC=C1)C1=CC=CC=C1)[C@H]1[C@H](OC(O1)(C)C)C(=O)OC methyl (4S,5S)-5-((R)-2-(benzyloxy)-1-((diphenylmethylene)-amino) ethyl)-2,2-dimethyl-1,3-dioxolane-4-carboxylate